[N-](S(=O)(=O)C(F)(F)F)S(=O)(=O)C(F)(F)F.C(C)N1CN(C=C1)C 1-ethyl-3-methylimidazole bis(trifluoromethanesulfonyl)imide